O=C(CCC(C(=O)N)NC(=O)[C@H]1CNCCC1)C(=O)N 5-oxo-2-((R)-piperidine-3-carboxamido)hexanediamide